[Ca].[Pb].[Co].BrC1=C(N)C(=CC=C1)OC1=C(C=CC=C1)C(F)(F)F 2-bromo-6-(2-(trifluoromethyl)phenoxy)aniline cobalt lead calcium